3-Difluoromethyl-1-methyl-1H-pyrazole-4-carboxamide FC(C1=NN(C=C1C(=O)N)C)F